4-chloro-2-(1-tert-butoxycarbonylacrid-3-yl)-1-p-toluenesulfonyl-1H-pyrrole ClC=1C=C(N(C1)S(=O)(=O)C1=CC=C(C)C=C1)C=1C=C(C2=CC3=CC=CC=C3N=C2C1)C(=O)OC(C)(C)C